C(C)(C)(C)OC(=O)N1C2=C(C3=CC=C(C=C13)C=C)C(=NC=N2)Cl.ClC2=C(C=CC=C2)C21CC3(CC(CC(C2)(C3)C3=C(C=CC=C3)Cl)(C1)C1=C(C=CC=C1)Cl)C1=C(C=CC=C1)Cl 1,3,5,7-tetrakis(chlorophenyl)adamantane tert-butyl-4-chloro-7-vinyl-9H-pyrimido[4,5-b]indole-9-carboxylate